OC(C)(C)[C@H]1[C@@H](C1)C1=NN=C(S1)C=1C(=CC(=NC1)C1=CC=C2N1N=CC(=C2)C#N)NC(C)C 7-(5-(5-((1R,2R)-2-(2-hydroxypropan-2-yl)cyclopropyl)-1,3,4-thiadiazol-2-yl)-4-(isopropylamino)pyridin-2-yl)pyrrolo[1,2-b]pyridazine-3-carbonitrile